BrC/C=C/C(=O)NC1=C(C=C(C=C1F)C(=O)C1=CC=C2C(=CC=CN12)C=1C(=C2C=NN(C2=CC1C(F)(F)F)C)Cl)F (E)-4-bromo-N-(4-(8-(4-chloro-1-methyl-6-(trifluoromethyl)-1H-indazol-5-yl)indolizine-3-carbonyl)-2,6-difluorophenyl)but-2-enamide